9-((1R,5S)-8-oxabicyclo[3.2.1]oct-3-yl)-2-chloro-7,9-dihydro-8H-purin-8-one-2-d [C@H]12CC(C[C@H](CC1)O2)N2C1=NC(NC=C1NC2=O)([2H])Cl